FCCOCCOCCOCCOCCF 1,14-difluoro-3,6,9,12-tetraoxatetradecane